Ethynyl-(phenyl)sulfane C(#C)SC1=CC=CC=C1